acetylmannuronate C(C)(=O)OC([C@H]([C@H]([C@@H]([C@@H](C=O)O)O)O)O)=O